N1(CCCCC12CCOCC2)C(=O)[O-] 9-oxa-1-azaspiro[5.5]undecane-1-carboxylate